2-Chloro-2-(6-(((R)-1-(3-cyano-2-methylphenyl)ethyl)amino)-5-(1,3-dioxolane-2-yl)-2-methylpyrimidin-4-yl)-N-morpholinoacetamide ClC(C(=O)NN1CCOCC1)C1=NC(=NC(=C1C1OCCO1)N[C@H](C)C1=C(C(=CC=C1)C#N)C)C